8-(Hydroxymethyl)-3-(3-(trifluoromethoxy)benzyl)quinolin OCC=1C=CC=C2C=C(C=NC12)CC1=CC(=CC=C1)OC(F)(F)F